methylcarbamoyl-lysine CNC(=O)N[C@@H](CCCCN)C(=O)O